CN1C(=NC2=C1C=CC=C2)C2=CC=C(C=C2)[N+](=O)[O-] 1-methyl-2-(4-nitrophenyl)-1H-benzo[d]imidazole